2-(2-ethoxy-5-fluorophenyl)-2,2-difluoroacetic acid ethyl ester C(C)OC(C(F)(F)C1=C(C=CC(=C1)F)OCC)=O